1-(N,N-DIMETHYLSULFAMOYL)-3-METHYL-1H-PYRAZOL-4-YLBORONIC ACID B(C1=CN(N=C1C)S(=O)(=O)N(C)C)(O)O